2-hydroxy-2-methylphenyl-propane-1-one OC1(C(C=CC=C1)C(CC)=O)C